3-(2-aminoethyl)-aminopropyltrimethoxysilane NCCC(CC[Si](OC)(OC)OC)N